tert-butyl 6-(3-Fluoro-4-methoxy-phenyl)-3-methyl-3,4-dihydro-2H-pyridine-1-carboxylate FC=1C=C(C=CC1OC)C1=CCC(CN1C(=O)OC(C)(C)C)C